(R)-N-((R)-1-(2-(4,4-difluorocyclohexyl)-6-methyl-4-oxo-4H-chromen-8-yl)ethyl)-2-methylpropane-2-sulfonamide FC1(CCC(CC1)C=1OC2=C(C=C(C=C2C(C1)=O)C)[C@@H](C)NS(=O)(=O)C(C)(C)C)F